(R)-1-((3,3-difluorocyclobutyl)methyl)-N-(5-(5-ethyl-1,2,4-oxadiazol-3-yl)-2,3-dihydro-1H-inden-1-yl)-1H-imidazole-5-carboxamide FC1(CC(C1)CN1C=NC=C1C(=O)N[C@@H]1CCC2=CC(=CC=C12)C1=NOC(=N1)CC)F